3-(ethylsulfonamido)piperidine C(C)S(=O)(=O)NC1CNCCC1